3-methoxy-5-nitro-N-(pivaloyloxy)benzamide tert-butyl-((2-(6-(1-hydroxy-3-azabicyclo[3.1.0]hexan-3-yl)pyridin-2-yl)-1,6-naphthyridin-7-yl)methyl)carbamate C(C)(C)(C)N(C(O)=O)CC1=NC=C2C=CC(=NC2=C1)C1=NC(=CC=C1)N1CC2(CC2C1)O.COC=1C=C(C(=O)NOC(C(C)(C)C)=O)C=C(C1)[N+](=O)[O-]